ClC1=NC=2C(CN=CC2C=C1)O 2-Chloro-8-hydroxy-7,8-dihydro-1,6-naphthyridin